FC1(CCC(CC1)NC=1C=C(C(=O)O)C=C(N1)N1N=C(C=C1C)C)F 2-((4,4-difluorocyclohexyl)amino)-6-(3,5-dimethyl-1H-pyrazol-1-yl)isonicotinic acid